4-(pyridin-2-ylmethyl)morpholine N1=C(C=CC=C1)CN1CCOCC1